CC1(OCC(O1)CN1CCC(CC1)C(=O)N)C ((2,2-dimethyl-1,3-dioxolan-4-yl)methyl)piperidine-4-carboxamide